C(C)(C)(C)OC(=O)N1CC(C1)C1=CC=C(C=C1)C(C)(C)N1CCC(CC1)C(=O)OC methyl 1-(2-(4-(1-(tert-butoxycarbonyl)azetidin-3-yl)phenyl)propan-2-yl)piperidine-4-carboxylate